BrC1=C(C(=CC(=C1)C(C)C)F)OC(F)(F)Br 1-bromo-2-(bromodifluoromethoxy)-3-fluoro-5-isopropylbenzene